N=1C=C(N2C1C=CC=C2)S(=O)(=O)N2CCC(CC2)C=2C=C1C=CC=NC1=CC2C 6-(1-(imidazo[1,2-a]pyridin-3-ylsulfonyl)piperidin-4-yl)-7-methylquinoline